N-(3'-(5-((3-(aminomethyl)azetidine-1-yl)methyl)-6-methoxypyridin-2-yl)-2,2'-dichloro-[1,1'-biphenyl]-3-yl)-1,5-dimethyl-4,5,6,7-tetrahydro-1H-imidazo[4,5-c]pyridine-2-carboxamide NCC1CN(C1)CC=1C=CC(=NC1OC)C=1C(=C(C=CC1)C1=C(C(=CC=C1)NC(=O)C=1N(C2=C(CN(CC2)C)N1)C)Cl)Cl